ClC=1C(=C(C=CC1)NC(=S)C=1C(NCCC1NCC1=C(C=NC=C1)OCC1CCOCC1)=O)OC(F)F N-[3-chloro-2-(difluoromethoxy)phenyl]-2-oxo-4-({[3-(tetrahydro-2H-pyran-4-ylmethoxy)pyridin-4-yl]methyl}amino)-1,2,5,6-tetrahydropyridine-3-carbothioamide